CN1N=C(C=C1NC1=CC=C(C=C1)OC(F)(F)F)C1=CC=C(C=O)C=C1 4-[1-methyl-5-[4-(trifluoromethoxy)anilino]pyrazol-3-yl]benzaldehyde